ethyl 3-(6-((tert-butoxycarbonyl)amino)-5-methyl-3-nitropyridin-2-yl)-2-oxopropanoate tert-Butyl-N-tert-butoxycarbonyl-N-(3,6-dimethyl-5-nitro-2-pyridyl)carbamate C(C)(C)(C)OC(N(C1=NC(=C(C=C1C)[N+](=O)[O-])C)C(=O)OC(C)(C)C)=O.C(C)(C)(C)OC(=O)NC1=C(C=C(C(=N1)CC(C(=O)OCC)=O)[N+](=O)[O-])C